dec-2-ene-3,8-dicarboxylate CC=C(CCCCC(CC)C(=O)[O-])C(=O)[O-]